[(4-pyrimidin-4-ylpiperazin-1-yl)methyl]-1,3-benzoxazole hemiformate C(=O)O.N1=CN=C(C=C1)N1CCN(CC1)CC=1OC2=C(N1)C=CC=C2.N2=CN=C(C=C2)N2CCN(CC2)CC=2OC1=C(N2)C=CC=C1